2-((tert-butyloxycarbonyl)(methyl)amino)ethyl methanesulfonate CS(=O)(=O)OCCN(C)C(=O)OC(C)(C)C